[3-(methacryloyloxy)propyl](dimethylammonium) acetate C(C)(=O)[O-].C(C(=C)C)(=O)OCCC[NH+](C)C